3-(benzyloxy)-2-(((tert-butyldimethylsilyl)oxy)methyl)propan-1-ol C(C1=CC=CC=C1)OCC(CO)CO[Si](C)(C)C(C)(C)C